N(C(=N)N)CCCC(C(=O)O)=O 5-guanidino-2-oxopentanoic acid